C(C)OC(CCC(=O)C1=NC(=CC(=C1O)Br)C1=C(C(=CC=C1)C#N)C)=O 4-[4-bromo-6-(3-cyano-2-methyl-phenyl)-3-hydroxy-pyridin-2-yl]-4-oxo-butyric acid ethyl ester